Cl.N1=CC=CC2=CC=C(C=C12)N quinolin-7-amine hydrochloride